FC=1C(N(C=C(C1)C1=NC(=NC(=C1)C)S(=O)(=O)CCC(C1=CC=CC=C1)OCC1=C(C=CC=C1)F)CC1=CC2=C(N(N=N2)C)C=C1)=O 3-fluoro-5-(2-(3-(2-fluorobenzyloxy)-3-phenylpropylsulfonyl)-6-methylpyrimidin-4-yl)-1-((1-methyl-1H-benzo[d][1,2,3]triazol-5-yl)methyl)pyridin-2(1H)-one